C(=O)(OC(C)(C)C)N(N=C(C1=CC=CC=C1)C1=CC=CC=C1)C1=CC=C(C=C1)OC(F)(F)F N-Boc-N-(4-trifluoromethoxyphenyl)benzophenone hydrazone